CC1([C@H](CC=2C(=NC=C(C2)C2=NC(=NO2)C=2SC(=CN2)C)O1)O)C (S)-2,2-dimethyl-6-(3-(5-methylthiazol-2-yl)-1,2,4-oxadiazol-5-yl)-3,4-dihydro-2H-pyrano[2,3-b]pyridin-3-ol